OC=1C=C(C=2OC3=CC(=C(C(=C3C(C2)=O)O)OC)O)C=CC1O 3',4',5,7-tetrahydroxy-6-methoxyflavone